C(C)(C)(C)OC(=O)N[C@H]([C@@H](C)OCC1=CC=C(C=C1)CCOCC(=O)OC(C)(C)C)CCC(N)=O tert-butyl 2-[2-[4-([[(2R,3S)-3-[(tert-butoxycarbonyl) amino]-5-carbamoylpentan-2-yl]oxy]methyl)phenyl] ethoxy]acetate